1,3,5-tris(3-mercaptobutyryloxy-ethyl)-1,3,5-triazine-2,4,6(1H,3H,5H)-trione SC(CC(=O)OCCN1C(N(C(N(C1=O)CCOC(CC(C)S)=O)=O)CCOC(CC(C)S)=O)=O)C